FC(C)F 2,2-difluoroethan